COC(=O)[C@H]1OC[C@@H](CC1)NC(COC1=CC=C(C=C1)Cl)=O (2S,5R)-5-[[2-(4-chlorophenoxy)acetyl]amino]tetrahydropyran-2-carboxylic acid methyl ester